5-[2,3-difluoro-4-[3-methyl-1-[2-[(1-methylpyrazol-4-yl)amino]-2-oxo-ethyl]pyrazol-4-yl]phenyl]-1-methyl-imidazole-2-carboxamide FC1=C(C=CC(=C1F)C=1C(=NN(C1)CC(=O)NC=1C=NN(C1)C)C)C1=CN=C(N1C)C(=O)N